4-{2-[2-(5-Methoxychinolin-8-sulfonamido)phenyl]ethynyl}isochinolin COC1=C2C=CC=NC2=C(C=C1)S(=O)(=O)NC1=C(C=CC=C1)C#CC1=CN=CC2=CC=CC=C12